CN1C(C2(C3=NC=CC=C31)CCC2)=O Methylspiro[cyclobutane-1,3'-pyrrolo[3,2-b]pyridine]-2'(1'H)-one